(15R)-15-methyl-5-(5-vinyl-1,2,4-triazol-1-yl)-11-thia-6,14,17-triazatetracyclo[8.8.0.0^2,7.0^12,18]octadeca-1(10),2(7),3,5,8,12(18)-hexaen-13-one C[C@H]1NC(C=2SC=3C=CC=4N=C(C=CC4C3C2NC1)N1N=CN=C1C=C)=O